O1COCC(C1)(CC(=O)O)CC(=O)O 2,2'-(1,3-dioxane-5,5-diyl)diacetic acid